O=C(C(C1=CC=CC=C1)NC(OC(C)(C)C)=O)C tert-butyl (2-oxo-1-phenylpropyl)carbamate